isotetracontyl acrylate C(C=C)(=O)OCCCCCCCCCCCCCCCCCCCCCCCCCCCCCCCCCCCCCC(C)C